C(C=C)(=O)N1C(CN(CC1)C1=NC(=NC=2CC(CCC12)N1CCCC2=CC=C(C=C12)F)OC1CN(CC1OC)C)CC#N 2-(1-acryloyl-4-(7-(7-fluoro-3,4-dihydroquinolin-1(2H)-yl)-2-((4-methoxy-1-methylpyrrolidin-3-yl)oxy)-5,6,7,8-tetrahydroquinazolin-4-yl)piperazin-2-yl)acetonitrile